(R)-3-methyl-3-butenolide CC=1CC(=O)OC1